(1-(4-chloro-2-ethyl-5-(5-(tetrahydrofuran-3-yl)-4H-1,2,4-triazol-3-yl)benzoyl)piperidin-4-yl)benzonitrile ClC1=CC(=C(C(=O)N2CCC(CC2)C2=C(C#N)C=CC=C2)C=C1C1=NN=C(N1)C1COCC1)CC